C12(CC3CC(CC(C1)C3)C2)C=2C=C(C=CC2OC)C2=CC=C(C=C2)CCC(=O)O 3-{4-[3-(adamantan-1-yl)-4-methoxyphenyl]phenyl}propanoic acid